6-chloro-5-methoxy-3-(1H-pyrazol-4-yl)-2-(5-(trifluoro-methyl)-1H-1,2,4-triazol-3-yl)-1H-pyrrolo[3,2-b]pyridine ClC=1C=C2C(=NC1OC)C(=C(N2)C2=NNC(=N2)C(F)(F)F)C=2C=NNC2